tert-butyl-[4-[(2R)-oxiran-2-yl]butoxy]-diphenyl-silane C(C)(C)(C)[Si](C1=CC=CC=C1)(C1=CC=CC=C1)OCCCC[C@H]1OC1